potassium aluminum manganate [Mn](=O)(=O)([O-])[O-].[Al+3].[K+].[Mn](=O)(=O)([O-])[O-]